2-((5-amino-1,3,4-thiadiazol-2-yl)thio)-N-(cyclohexylmethyl)acetamide NC1=NN=C(S1)SCC(=O)NCC1CCCCC1